Cl.NC(C(=O)O)C aminopropionic acid hydrochloride